3,6-dichloro-5-methylpyridazine-4-carboxamide ClC=1N=NC(=C(C1C(=O)N)C)Cl